C(OCC1=C(C=CC=C1)[N+](=O)[O-])([O-])=O o-nitrobenzyl carbonate